FC(C)(F)C=1C=NN(C1)C1=CC=C(C=N1)S(=O)(=O)NC=1C(=CC=C2C=NN(C12)C)OC 6-(4-(1,1-DIFLUOROETHYL)-1H-PYRAZOL-1-YL)-N-(6-METHOXY-1-METHYL-1H-INDAZOL-7-YL)PYRIDINE-3-SULFONAMIDE